F[C@H]1CN(CC[C@H]1NC1=C2C=C(N(C2=CC=C1)CC(F)(F)F)C#CCNC1=C(C=C(C(=O)N[C@@H](CCC(N)=O)C(=O)O)C=C1)OC)C (4-((3-(4-(((3S,4R)-3-fluoro-1-methylpiperidin-4-yl)amino)-1-(2,2,2-trifluoroethyl)-1H-indol-2-yl)prop-2-yn-1-yl)amino)-3-methoxybenzoyl)-L-glutamine